N/C(/NCCC[C@@H](NC(C(C1=CC=CC=C1)C1=CC=C(C=C1)NCCCNC(NOCCNC(OC(C)(C)C)=O)=O)=O)C(NCC1=CC=C(C=C1)O)=O)=N/C(NCCNC(CC)=O)=O tert-butyl (2-((3-(3-((4-((4R,Z)-9-amino-4-((4-hydroxybenzyl)carbamoyl)-2,11,16-trioxo-1-phenyl-3,8,10,12,15-pentaazaoctadec-9-en-1-yl)phenyl)amino)propyl)-ureido)oxy)ethyl)-carbamate